4,5a-epoxy-3-hydroxy-17-methylmorphinan-6-one hydrochloride Cl.OC=1C=CC=2C[C@@H]3[C@@H]4CCC([C@H]5[C@@]4(C2C1O5)CCN3C)=O